OC(C)C=1C(=NC(=CC1)N1C=NC2=C1C=CC(=C2)NC=2N=NC(=CC2)C)C2=CC(=NNC2=O)C(F)(F)F 5-[3-(1-Hydroxyethyl)-6-[5-[(6-methylpyridazin-3-yl)amino]benzimidazol-1-yl]-2-pyridinyl]-3-(trifluoromethyl)-1H-pyridazin-6-one